3-(7-((4-((4'-chloro-5,5-dimethyl-3,4,5,6-tetrahydro-[1,1'-biphenyl]-2-yl)methyl)piperazin-1-yl)methyl)-1-oxoisoindolin-2-yl)piperidine-2,6-dione ClC1=CC=C(C=C1)C1=C(CCC(C1)(C)C)CN1CCN(CC1)CC=1C=CC=C2CN(C(C12)=O)C1C(NC(CC1)=O)=O